4-bromo-2-fluoro-N-[2-fluoro-3-(4,4,5,5-tetramethyl-[1,3,2]dioxaborolan-2-yl)-phenyl]-benzenesulfonamide BrC1=CC(=C(C=C1)S(=O)(=O)NC1=C(C(=CC=C1)B1OC(C(O1)(C)C)(C)C)F)F